COC(=O)C1(C(NC2(CC2)C1)=O)CC=1C=CC=2N(N1)C=C(N2)[C@H](C(C2CC2)C2CC2)N.C(C(=C)C)(=O)NCCCCCCCCCCCC[Si](OC)(OC)OC 12-methacryloylaminododecyl-trimethoxysilane methyl-6-((2-((S)-1-amino-2,2-dicyclopropylethyl)imidazo[1,2-b]pyridazin-6-yl)methyl)-5-oxo-4-azaspiro[2.4]heptane-6-carboxylate